(4R)-N-[2,3-dimethoxy-6H,7H,8H-cyclopenta[b]1,5-naphthyridin-9-yl]azepan-4-amine-HCl Cl.COC=1N=C2C(=C3C(=NC2=CC1OC)CCC3)N[C@H]3CCNCCC3